2-(6-(benzylthio)-8-bromo-[1,2,4]triazolo[4,3-a]pyridin-3-yl)-5-(trifluoromethyl)-1,3,4-thiadiazole C(C1=CC=CC=C1)SC=1C=C(C=2N(C1)C(=NN2)C=2SC(=NN2)C(F)(F)F)Br